ethyl-(3-methylbut-2-yl)amine C(C)NC(C)C(C)C